(3S)-3-amino-5-methyl-2H,3H,4H,5H-pyrido-[3,2-b][1,4]oxazepin-4-one hydrochloride Cl.N[C@@H]1C(N(C2=C(OC1)C=CC=N2)C)=O